1,4-bis(2-(9-ethylcarbazol-3-yl)vinyl)benzene tert-butyl-5-bromo-3-(2-cyanophenyl)pyrrolo[2,3-b]pyridine-1-carboxylate C(C)(C)(C)OC(=O)N1C=C(C=2C1=NC=C(C2)Br)C2=C(C=CC=C2)C#N.C(C)N2C1=CC=CC=C1C=1C=C(C=CC21)C=CC2=CC=C(C=C2)C=CC=2C=CC=1N(C3=CC=CC=C3C1C2)CC